3-(4-((2-cyclopropylethyl)((1s,4s)-4-((2-(trifluoromethoxy)ethyl)amino)cyclohexyl)amino)-1-oxoisoindolin-2-yl)piperidine-2,6-dione C1(CC1)CCN(C1=C2CN(C(C2=CC=C1)=O)C1C(NC(CC1)=O)=O)C1CCC(CC1)NCCOC(F)(F)F